ClC1=CC2=C(N=C(N=C2N2CC(OCC2)C)C2=C(C(=CC(=C2Cl)OC)OC)Cl)C=N1 4-(6-chloro-2-(2,6-dichloro-3,5-dimethoxyphenyl)pyrido[3,4-d]pyrimidin-4-yl)-2-methylmorpholine